E-octadecadienoic acid methyl ester COC(\C=C\C=CCCCCCCCCCCCCC)=O